FC1=C(OC=2C(=NC(=NC2)S(=O)(=O)C)C=2C=C(C(N(C2)C(C)C)=O)C)C=CC(=C1)F 5-[5-(2,4-difluorophenoxy)-2-methylsulfonylpyrimidin-4-yl]-3-methyl-1-propan-2-ylpyridin-2-one